(S)-1-(1-phenylethyl)naphthalene C1(=CC=CC=C1)[C@H](C)C1=CC=CC2=CC=CC=C12